BrC1=CC(N(C2=CC=CC=C12)C)=O 4-bromo-1-methylquinolin-2(1H)-one